N-(4-(4-(2-Methoxyethyl)piperazin-1-yl)phenyl)-4-((7-methyl-1H-pyrrolo[2,3-c]pyridin-4-yl)amino)-2-oxo-1,2-dihydropyridine-3-carboxamide COCCN1CCN(CC1)C1=CC=C(C=C1)NC(=O)C=1C(NC=CC1NC1=C2C(=C(N=C1)C)NC=C2)=O